tert-Butyl (3R)-3-({5-[4-amino-2-chloro-5-(methoxycarbonyl)phenyl]-1-trityl-1H-indazol-3-yl}carbamoyl)-pyrrolidine-1-carboxylate NC1=CC(=C(C=C1C(=O)OC)C=1C=C2C(=NN(C2=CC1)C(C1=CC=CC=C1)(C1=CC=CC=C1)C1=CC=CC=C1)NC(=O)[C@H]1CN(CC1)C(=O)OC(C)(C)C)Cl